BrC=1C=CC(=C(C1)B(O)O)Cl (5-bromo-2-chlorophenyl)boronic acid